diisopropyl-di(ethoxyacetyl)titanium C(C)(C)[Ti](C(COCC)=O)(C(COCC)=O)C(C)C